C(COCCN)OCCN ethane-1,2-diylbis(oxy)bis(ethan-1-amine)